4-carboxyl-1,10-phenanthroline C(=O)(O)C1=CC=NC2=C3N=CC=CC3=CC=C12